OC=1C=C(C=CC1N)C1=NC(=NC(=N1)C1=CC(=C(C=C1)N)O)C1=CC(=C(C=C1)N)O 2,4,6-tris(3-hydroxyl-4-aminophenyl)-1,3,5-triazine